2,3,4,5-tetrafluoro-N,N-dimethyl-6-(2,2,2-trifluoroacetyl)benzenesulfonamide FC1=C(C(=C(C(=C1F)F)F)C(C(F)(F)F)=O)S(=O)(=O)N(C)C